(R)-4-benzyl-3-(3-cyclohexylpropionyl)oxazolidin-2-one (di-t-butylphenyl)-biphenyl-diphosphonite C(C)(C)(C)C=1C(=C(C=CC1)OP(O)C1=C(C=CC=C1P(O)O)C1=CC=CC=C1)C(C)(C)C.C(C1=CC=CC=C1)[C@H]1N(C(OC1)=O)C(CCC1CCCCC1)=O